1-(pyrazin-2-yl)ethan-1-amine N1=C(C=NC=C1)C(C)N